(R)-3-cyclopropyl-N8-(pyridin-2-ylmethyl)-N6-(tetrahydrofuran-3-yl)-[1,2,4]triazolo[4,3-b]pyridazine-6,8-diamine C1(CC1)C1=NN=C2N1N=C(C=C2NCC2=NC=CC=C2)N[C@H]2COCC2